4-((4-Chloro-2-(N-methylmethylsulfonamido)phenyl)amino)-N-ethoxy-6-((4-methoxyphenyl)amino)nicotinamide ClC1=CC(=C(C=C1)NC1=CC(=NC=C1C(=O)NOCC)NC1=CC=C(C=C1)OC)N(S(=O)(=O)C)C